CC(C(=O)NC1=C(C=C(C=C1)C(F)(F)F)S(=O)(=O)C)C 2-methyl-N-(2-(methylsulfonyl)-4-(trifluoromethyl)phenyl)propaneAmide